CC1(N(CCN1)CCN1CCOCC1)C dimethyl-1-(2-morpholinoethyl)imidazolidine